(R)-7-((1-Hydroxypropan-2-yl)amino)-N-(3-morpholinopropyl)-2-phenylthiazolo[5,4-b]pyridin-6-carboxamid OC[C@@H](C)NC1=C2C(=NC=C1C(=O)NCCCN1CCOCC1)SC(=N2)C2=CC=CC=C2